C[S@](=O)C1=C(C(N(N=C1C1=CC=C(C=C1)C(F)(F)F)C(C)C)=O)C(=O)N (S)-methylsulfinyl[propan-2-yl]-3-oxo-6-[4-(trifluoromethyl)phenyl]-2,3-dihydropyridazine-4-carboxamide